CC1=C(C(=O)NC2=CC(=CC=C2)[C@H](C)NC2=CN=C3C(=N2)N(N=C3)C)C=C(C=N1)C(F)(F)F (S)-2-methyl-N-(3-(1-((1-methyl-1H-pyrazolo[3,4-b]pyrazin-6-yl)amino)ethyl)phenyl)-5-(trifluoromethyl)nicotinamide